(S)-6-((5-(5-amino-5,7-dihydrospiro[cyclopenta[b]pyridine-6,4'-piperidin]-1'-yl)pyrazine-2-yl)thio)-5-chloro-3-methylquinazolin-4(3H)-one N[C@@H]1C=2C(=NC=CC2)CC12CCN(CC2)C=2N=CC(=NC2)SC=2C(=C1C(N(C=NC1=CC2)C)=O)Cl